N1C(=CC=C1)C(C)=O 1-(1H-pyrrole-2-yl)-ethanone